Cl.C(CCC)OC1=CC=C(C=C1)C(CCN1CCCCC1)=O 1-(4-butoxyphenyl)-3-(1-piperidinyl)-1-propanone hydrochloride